e-butyl-dimethyl-silane C(CCC)[SiH](C)C